hydroxyphenyl-1-ethanone OCC(=O)C1=CC=CC=C1